N-[(2,4-difluorophenyl)methyl]-2,3,5,7,11,11a-hexahydro-6-hydroxy-3-methyl-5,7-dioxo-oxazolo[3,2-a]pyrido[1,2-d]pyrazine-8-carboxamide FC1=C(C=CC(=C1)F)CNC(=O)C=1C(C(=C2N(CC3N(C2=O)C(CO3)C)C1)O)=O